3-(5-((1-Cyclobutylpiperidin-4-yl)methyl)-1,4,5,6-tetrahydropyrrolo[3,4-d]imidazol-2-yl)-5-(1-(3,5-difluorophenyl)ethoxy)-1H-indazole C1(CCC1)N1CCC(CC1)CN1CC=2NC(=NC2C1)C1=NNC2=CC=C(C=C12)OC(C)C1=CC(=CC(=C1)F)F